COCC1=CC2=C(C(=NO2)N)C=C1 6-(Methoxymethyl)benzo[d]isoxazol-3-amine